6-bromothieno[3,2-b]pyridin-5-ol BrC=1C=C2C(=NC1O)C=CS2